ribosyl-purine C1=C2C(=NC=N1)N(C=N2)C3C(C(C(O3)CO)O)O